[Ru+2].ClC=1C(=C(C=CC1C)C(C)C)Cl dichloro(4-methylisopropylbenzene) ruthenium (II)